CC1=NN2C(N(CCC2)C(CCC(=O)NC2=NC=C(N=C2)C=2C=C(C=CC2)C)=O)=C1 4-(2-methyl-6,7-dihydropyrazolo[1,5-a]pyrimidin-4(5H)-yl)-4-oxo-N-(5-(m-tolyl)pyrazin-2-yl)butanamide